1,4,10,13-Tetrathiacyclooctadecane S1CCSCCCCCSCCSCCCCC1